N(=NC(C(=O)NCC=C)(C)C)C(C(=O)NCC=C)(C)C 2,2'-azobis[N-(2-propenyl)2-methylpropionamide]